(2,6-dimethoxyphenyl)methylamine COC1=C(C(=CC=C1)OC)CN